BrC=1C=C(C(O)=NO)C(=CN1)F 2-bromo-5-fluoroisonicotinic acid oxime